C(C)(=O)C=1C(OC2=C(C1N1CCOCC1)C=CC(=C2)NC2=NC=CC(=N2)C2=CC(=CC=C2)NC)=O 3-acetyl-7-{[4-(3-methylaminophenyl)pyrimidin-2-yl]amino}-4-morpholino-2H-benzopyran-2-one